6-fluoro-N-cyclopropyl-5-(piperazin-1-yl)picolinamide FC1=C(C=CC(=N1)C(=O)NC1CC1)N1CCNCC1